(S)-1-(6-(3-chloro-4-(2-chloro-3-(6-methoxy-5-(((((S)-tetrahydrofuran-2-yl)methyl)amino)methyl)pyridin-2-yl)phenyl)pyridin-2-yl)-8-methoxy-3,4-dihydroisoquinolin-2(1H)-yl)propan-2-ol ClC=1C(=NC=CC1C1=C(C(=CC=C1)C1=NC(=C(C=C1)CNC[C@H]1OCCC1)OC)Cl)C=1C=C2CCN(CC2=C(C1)OC)C[C@H](C)O